pentan-3-olat CCC(CC)[O-]